C(#N)C1CC(C1)(CC1=NN=C(N1C)S)C=1C=C(C=CC1)NC(OC(C)(C)C)=O tert-Butyl (3-((1r,3r)-3-cyano-1-((5-mercapto-4-methyl-4H-1,2,4-triazol-3-yl) methyl)cyclobutyl)phenyl)carbamate